4-(2-methyl-4-chlorophenoxyacetoxyl)chalcone CC1=C(OCC(OC2=CC=C(C=C2)\C=C\C(=O)C2=CC=CC=C2)=O)C=CC(=C1)Cl